CC=1C(=CC=2C(CC(C(C2C1)(C)C)C)(C)C)C(COC(F)(F)F)=O 1-(3,5,5,6,8,8-hexamethyl-5,6,7,8-tetrahydronaphthalen-2-yl)-2-(trifluoromethoxy)ethan-1-one